bis-β-epithiopropyl disulfide CC1(CS1)SSC1(C)CS1